(3-chloro-4-(4-chlorophenoxy)phenyl)-4-(5-(trifluoromethyl)-1,2,4-oxadiazol-3-yl)benzamide ClC=1C=C(C=CC1OC1=CC=C(C=C1)Cl)C1=C(C(=O)N)C=CC(=C1)C1=NOC(=N1)C(F)(F)F